(2R)-N-[(2S)-2-[(3-chlorophenyl)formamido]propyl]-2,4-dihydroxy-3,3-dimethyl-butanamide ClC=1C=C(C=CC1)C(=O)N[C@H](CNC([C@@H](C(CO)(C)C)O)=O)C